methyl 4-chloro-2-((3,4-difluoro-2-formylphenyl)amino)-5-fluorobenzoate ClC1=CC(=C(C(=O)OC)C=C1F)NC1=C(C(=C(C=C1)F)F)C=O